Cl.Cl.CN(C=1SC2=C(N=NC(=C2)C2=C(C=C(C=C2)C=2C=NNC2)O)N1)C1C(CN(CC1)C)(C)C 2-{6-[Methyl-(1,3,3-trimethylpiperidin-4-yl)amino][1,3]thiazolo[4,5-c]pyridazin-3-yl}-5-(1H-pyrazol-4-yl)phenol-Dihydrochlorid